C(C)S(=O)(=O)C1=CC=C(CNCCO)C=C1 2-((4-(ethylsulfonyl)benzyl)amino)ethanol